4-bromo-2-methoxy-1-[(4-methoxyphenyl)methoxy]benzene 2-(2-(2,4-dioxotetrahydropyrimidin-1(2H)-yl)-1,3-dioxoisoindolin-5-yl)ethyl-4-methylbenzenesulfonate O=C1N(CCC(N1)=O)N1C(C2=CC=C(C=C2C1=O)CCOS(=O)(=O)C1=CC=C(C=C1)C)=O.BrC1=CC(=C(C=C1)OCC1=CC=C(C=C1)OC)OC